2-(3-(3-(5-fluoro-2,3-dihydrobenzo[b][1,4]dioxin-6-yl)-2-methylstyreneyl)-4-methylbenzylamino)-3-hydroxy-2-methylpropanoic acid FC1=C(C=CC=2OCCOC21)C=2C(=C(C=CC=1C=C(CNC(C(=O)O)(CO)C)C=CC1C)C=CC2)C